C(C1=CC=CC=C1)NC1=NC=NC(=C1)C1=CNC2=NC=CC(=C21)OC2=CC=C1CCNCC1=C2 N-Benzyl-6-(4-((1,2,3,4-tetrahydroisochinolin-7-yl)oxy)-1H-pyrrolo[2,3-b]pyridin-3-yl)pyrimidin-4-amin